3-Methylglutaric acid (E)-1-(1,3-bis(palmitoyloxy) propan-2-yl) 5-(1-((6-(4-hydroxy-6-methoxy-7-methyl-3-oxo-1,3-dihydroisobenzofuran-5-yl)-4-methylhexa-4-enoyl) oxy) ethyl) ester OC1=C2C(OCC2=C(C(=C1CC=C(CCC(=O)OC(C)OC(CC(CC(=O)OC(COC(CCCCCCCCCCCCCCC)=O)COC(CCCCCCCCCCCCCCC)=O)C)=O)C)OC)C)=O